tert-butyl 4-[1-(4-methylbenzenesulfonyl)thieno[3,2-c]pyrazol-5-yl]piperidine-1-carboxylate CC1=CC=C(C=C1)S(=O)(=O)N1N=CC2=C1C=C(S2)C2CCN(CC2)C(=O)OC(C)(C)C